ClC1=CC=C(C=C1)C=1C=C(C(N(N1)C=1C=NOC1)=O)C(=O)N[C@H](CO)C 6-(4-Chlorophenyl)-N-[(2S)-1-hydroxypropan-2-yl]-2-(1,2-oxazol-4-yl)-3-oxo-2,3-dihydropyridazine-4-carboxamide